CC1=C(SC=2SC(=C(C21)C)C(=O)O)C(=O)O 3,4-dimethylthieno(2,3-b)thiophene-2,5-dicarboxylic acid